FC=1C(=C(C=C(C1)OC)O)C1=C(N=C(N=N1)N[C@H]1CN(CCC1)C)C 3-fluoro-5-methoxy-2-(5-methyl-3-{[(3R)-1-methylpiperidin-3-yl]amino}-1,2,4-triazin-6-yl)phenol